C1(=CC=CC=C1)C(C(=O)C1=CC=CC=C1)=O 1,2-diphenylethanedione